rac-(2R,3S)-3-(3,4-Difluoro-2-methoxyphenyl)-2,3-dihydrobenzofuran-2-carboxylic acid FC=1C(=C(C=CC1F)[C@H]1[C@@H](OC2=C1C=CC=C2)C(=O)O)OC |r|